rel-(3R,5R)-5-(3-((2-(methoxymethyl) pyrazolo[1,5-a]pyrazin-4-yl)amino)-1H-pyrazol-5-yl)tetrahydrofuran-3-yl ((R*)-4,4,4-trifluorobutan-2-yl)carbamate FC(C[C@@H](C)NC(O[C@H]1CO[C@H](C1)C1=CC(=NN1)NC=1C=2N(C=CN1)N=C(C2)COC)=O)(F)F |o1:3,8,11|